(6-((5-bromo-2-chloropyrimidin-4-yl)amino)quinolin-5-yl)dimethylphosphine oxide BrC=1C(=NC(=NC1)Cl)NC=1C(=C2C=CC=NC2=CC1)P(C)(C)=O